BrC1=CC=C(COC2(COC2)C2=CC(=C(C=C2C)N=CN(C)CC)C)C=C1 N'-(4-(3-((4-bromobenzyl)oxy)oxetan-3-yl)-2,5-dimethylphenyl)-N-ethyl-N-methylformimidamide